N-(3-(3-(2-(3-methylisoxazol-5-yl)acetamido)-1H-pyrazol-5-yl)cyclopentyl)benzamide CC1=NOC(=C1)CC(=O)NC1=NNC(=C1)C1CC(CC1)NC(C1=CC=CC=C1)=O